2,3-difluoro-4-[2-fluoro-5-[[4-fluoro-2-(trifluoromethyl)benzoyl]amino]-4-[(3R)-3,4-dimethylpiperazin-1-yl]phenyl]benzamide FC1=C(C(=O)N)C=CC(=C1F)C1=C(C=C(C(=C1)NC(C1=C(C=C(C=C1)F)C(F)(F)F)=O)N1C[C@H](N(CC1)C)C)F